BrC1=CC=C2N=CC(=NC2=C1)C=1C=NN(C1C)C1OCCCC1 7-bromo-2-(5-methyl-1-tetrahydropyran-2-yl-pyrazol-4-yl)quinoxaline